C1C=CC2=CC=CC=C12.C1C=CC2=CC=CC=C12.[Ni] nickel bisindene